3-acetyl-8-bromo-5-chloro-1-methyl-2-(methylthio)quinolin-4(1H)-one C(C)(=O)C1=C(N(C2=C(C=CC(=C2C1=O)Cl)Br)C)SC